BrC1=CC=C2N=C(C(NC2=C1Cl)=O)C 7-bromo-8-chloro-3-methyl-1H-quinoxalin-2-one